OC(C#CC=1C2=C(C(N(C1)C)=O)NC(=C2C(=O)OCC)C)(C)C2COCC2 ethyl 4-(3-hydroxy-3-tetrahydrofuran-3-yl-but-1-ynyl)-2,6-dimethyl-7-oxo-1H-pyrrolo[2,3-c]pyridine-3-carboxylate